FC1=C(C#N)C=CC(=C1)NC=1N=CC2=C(N1)CCN(C2)CCC=2C(=C1COC(C1=CC2)=O)C 2-Fluoro-4-((6-(2-(4-methyl-1-oxo-1,3-dihydroisobenzofuran-5-yl)ethyl)-5,6,7,8-tetrahydropyrido[4,3-d]pyrimidin-2-yl)amino)benzonitril